BrC1=C(C=NC=C1)C 4-bromo-3-methylpyridine